bromonitropropanediol CC(C([N+](=O)[O-])(O)O)Br